arsenic (III) trichloride [As](Cl)(Cl)Cl